ClC1=CC=C2C(NC(N(C2=C1)C1=CC(=CC=C1)C=C)=O)=O 7-chloro-1-(3-vinylphenyl)quinazolin-2,4(1H,3H)-dione